bis(4-dimethylaminophenyl)ketone CN(C1=CC=C(C=C1)C(=O)C1=CC=C(C=C1)N(C)C)C